3-(bis(4-methoxybenzyl)amino)-5-chloropyrazine-2-carboxylic acid COC1=CC=C(CN(C=2C(=NC=C(N2)Cl)C(=O)O)CC2=CC=C(C=C2)OC)C=C1